O1-benzyl O2-methyl (2S,4S)-4-[(6-bromo-4-fluoro-2-pyridyl)amino]pyrrolidine-1,2-dicarboxylate BrC1=CC(=CC(=N1)N[C@H]1C[C@H](N(C1)C(=O)OCC1=CC=CC=C1)C(=O)OC)F